((1-(tert-Butoxycarbonyl)-1,2,3,6-tetrahydropyridin-4-yl) methyl) picolinate N1=C(C=CC=C1)C(=O)OCC=1CCN(CC1)C(=O)OC(C)(C)C